ethyl Nα-lauroyl-L-arginate hydrochloride Cl.C(CCCCCCCCCCC)(=O)N[C@@H](CCCNC(N)=N)C(=O)OCC